3-chloro-2-(2-chloroethoxy)-5-(5-((2-(methylsulfonyl)pyrimidin-5-yl)methoxy)-1H-indol-1-yl)benzonitrile ClC=1C(=C(C#N)C=C(C1)N1C=CC2=CC(=CC=C12)OCC=1C=NC(=NC1)S(=O)(=O)C)OCCCl